FC1(OC2=C(O1)C=CC(=C2)/C=C/C(=O)N2CCN(CC2)C(C2=CC(=NC=C2)C(C)(C)O)=O)F (E)-3-(2,2-difluorobenzo[d][1,3]dioxol-5-yl)-1-(4-(2-(2-hydroxypropan-2-yl)isonicotinoyl)piperazin-1-yl)prop-2-en-1-one